1,4-dimethylsulfanylbenzene CSC1=CC=C(C=C1)SC